OC1(C(N(C2=CC(=CC(=C12)C(F)(F)F)B1OC(C(O1)(C)C)(C)C)COCC[Si](C)(C)C)=O)C(C)C 3-hydroxy-3-isopropyl-6-(4,4,5,5-tetramethyl-1,3,2-dioxaborolan-2-yl)-4-(trifluoromethyl)-1-((2-(trimethylsilyl)ethoxy)methyl)indolin-2-one